C1(CC1)N1C(N(CC1)C1=CC=C(C=C1)O)=O 1-cyclopropyl-3-(4-hydroxyphenyl)imidazolidin-2-one